3-(3-(6-fluoro-1H-indol-3-yl)pyrrolidin-1-yl)propanoic acid FC1=CC=C2C(=CNC2=C1)C1CN(CC1)CCC(=O)O